COC1=C(C=CC=C1)C1=NN=C(O1)C=1C=C2CCC(NC2=CC1)=O 6-[5-(2-methoxyphenyl)-1,3,4-oxadiazol-2-yl]-1,2,3,4-tetrahydroquinolin-2-one